{5-[4-(methoxymethyl)-4-methylpiperidin-1-yl]imidazo[1,2-a]pyridin-6-yl}-N1,N1-dimethylbenzene-1,4-disulfonamide COCC1(CCN(CC1)C1=C(C=CC=2N1C=CN2)C2=C(C=CC(=C2)S(=O)(=O)N)S(=O)(=O)N(C)C)C